CN1N=CC(=C1)C1=CC=2N(C(=C1)C=1C=NC(=CC1)N1CCN(CC1)CC1=NC=CC=C1C)C(=CN2)C#N 7-(1-methyl-1H-pyrazol-4-yl)-5-(6-(4-((3-methylpyridin-2-yl)methyl)piperazin-1-yl)pyridin-3-yl)imidazo[1,2-a]pyridine-3-carbonitrile